4-[3-(2,6-dichloro-4-methoxybenzoyl)-2,4-dihydro-1,3-Benzoxazin-8-yl]-5-fluoro-2-(3-oxa-8-azabicyclo[3.2.1]octan-8-yl)benzoic acid ClC1=C(C(=O)N2COC3=C(C2)C=CC=C3C3=CC(=C(C(=O)O)C=C3F)N3C2COCC3CC2)C(=CC(=C1)OC)Cl